7-chloro-3-(difluoromethyl)-1-ethoxy-2,6-naphthyridine ClC1=NC=C2C=C(N=C(C2=C1)OCC)C(F)F